(2S,3S,4S)-3,4-DIMETHYLHEX-5-EN-2-OL C[C@H]([C@H](C)O)[C@H](C=C)C